N-(4-ethynylphenyl)-5-((3aS,4S,6aR)-2-oxohexahydro-1H-thieno[3,4-d]imidazol-4-yl)pentanamide C(#C)C1=CC=C(C=C1)NC(CCCC[C@@H]1SC[C@@H]2NC(N[C@@H]21)=O)=O